2-(sulfinyl)-5-(2-phenylthiazole-4-yl)-1,3,4-oxadiazole S(=O)=C1OC(=NN1)C=1N=C(SC1)C1=CC=CC=C1